OC=1C(=C(C(=C(C1C=CC(C)=C)O)C(C(C)C)=O)[O-])CC1=C(C(C(=C(C1=O)C(C(C)C)=O)O)(C)C)O 3,5-dihydroxy-4-isoprenyl-6-(2-methyl-1-oxopropyl)-2-{[2,4-dihydroxy-3,3-dimethyl-6-oxo-5-(2-methyl-1-oxopropyl)cyclohexa-1,4-dien-1-yl]methyl}phenolate